N-(naphthalen-2-yl)-4-oxo-3,4-dihydronaphthalen-2-carboxamide C1=C(C=CC2=CC=CC=C12)NC(=O)C1=CC2=CC=CC=C2C(C1)=O